C(C)OCC1(CCN(CC1)CC1=CC=C(C=C1)CC(=O)NC)CCC1=CC=CC=C1 2-(4-((4-(ethoxymethyl)-4-phenethyl-piperidin-1-yl)methyl)phenyl)-N-methylacetamide